rac-(1S,2S)-2-[4-(propan-2-yl)piperazin-1-yl]cyclopentan-1-amine CC(C)N1CCN(CC1)[C@@H]1[C@H](CCC1)N |r|